Cl.Cl.N[C@H](CCNC1CC1)C [(3S)-3-Aminobutyl]cyclopropylamine dihydrochloride